(3S,4S)-ethyl 3-methylpiperidine-4-carboxylate hydrochloride Cl.C[C@@H]1CNCC[C@@H]1C(=O)OCC